N1(C(CCC1)=O)C(=O)O.C(C)OC([C@@H](NCCCCCCCCCCCC)CCCNC(N)=N)=O N-Lauryl-L-Arginine ethyl ester, pyrrolidonecarboxylic acid salt